[Si](C)(C)(C(C)(C)C)OC1CCC(N(C1)C(=O)OC(C)(C)C)=O tert-butyl 5-((tert-butyldimethylsilyl)oxy)-2-oxopiperidine-1-carboxylate